COC1=CC(=NC=C1)C=1N=C(C2=C(N1)SC=C2)N(CC(=O)OCC)C ethyl N-(2-(4-methoxypyridin-2-yl)thieno[2,3-d]pyrimidin-4-yl)-N-methylglycinate